C(C)NC(C1=C(C(=CC=C1F)[N+](=O)[O-])F)=O N-ethyl-2,6-difluoro-3-nitrobenzamide